endo-bicyclo-[2.2.1]-hept-5-ene-2,3-dicarboxylic Anhydride C12C3C(C(C=C1)C2)C(=O)OC3=O